5-chloro-1'-[2-({6-[(1R)-1,2-dihydroxyethyl]-5-(trifluoromethyl)pyridin-3-yl}oxy)ethyl]-1,2-dihydrospiro[indole-3,4'-piperidin]-2-one ClC=1C=C2C(=CC1)NC(C21CCN(CC1)CCOC=1C=NC(=C(C1)C(F)(F)F)[C@H](CO)O)=O